BrC=1C=C(C=CC1)S(=O)(=O)N[C@H](C(=O)O)CCCCCC(=O)O (S)-2-(3-Bromo-benzenesulfonylamino)-octanedioic acid